(E)-4-(2-(2-azaspiro[3.3]hept-6-yl)vinyl)-5-cyclopropyl-3-(3,5-dichloropyridin-4-yl)isoxazole C1NCC12CC(C2)/C=C/C=2C(=NOC2C2CC2)C2=C(C=NC=C2Cl)Cl